((Cyclohexylamino)methyl)(diethoxy)methylsilane C1(CCCCC1)NC[SiH2]C(OCC)OCC